4-((1-Acryloylpiperidin-3-yl)amino)pyridazine-3-carboxamide C(C=C)(=O)N1CC(CCC1)NC1=C(N=NC=C1)C(=O)N